C(C)(=O)ON=C(C1=CC=C(C=C1)C[C@@H](C=1SC2=C(N1)C=CC(=C2)OC)NS(=O)(=O)C2=CC=CC=C2)N [[amino-[4-[(2S)-2-(benzenesulfonamido)-2-(6-methoxy-1,3-benzothiazol-2-yl)ethyl]phenyl]methylene]amino] acetate